C(C)(C)(C)OC(=O)N[C@@H](/C=C/COC1=NC=CC(=C1)N(C(OC(C)(C)C)=O)C1=CC(=NN1C(C)(C)C)[C@@H]1C[C@@H](CC1)O[Si](C)(C)C(C)(C)C)C tert-butyl (2-(((R,E)-4-((tert-butoxycarbonyl)amino)pent-2-en-1-yl)oxy)pyridin-4-yl)(1-(tert-butyl)-3-((1S,3R)-3-((tert-butyldimethylsilyl)oxy)cyclopentyl)-1H-pyrazol-5-yl)carbamate